4-[4-[4-[(tert-butoxycarbonylamino)methyl]-3-methyl-phenyl]pyrrolo[1,2-b]pyridazin-6-yl]butyl methanesulfonate CS(=O)(=O)OCCCCC=1C=C2N(N=CC=C2C2=CC(=C(C=C2)CNC(=O)OC(C)(C)C)C)C1